(S)-Allyl 1-(4-((1-methoxy-1-oxopropan-2-yl)oxy)benzyl)-2,3-dimethyl-1H-indole-5-carboxylate COC([C@H](C)OC1=CC=C(CN2C(=C(C3=CC(=CC=C23)C(=O)OCC=C)C)C)C=C1)=O